tert-butyl [2-(methoxymethyl)-5,8-dioxo-6-(propan-2-yl)-5,6,7,8-tetrahydro-4H-pyrazolo[1,5-a]pyrrolo[3,4-d]pyrimidin-4-yl]acetate COCC1=NN2C(N(C3=C(C2=O)CN(C3=O)C(C)C)CC(=O)OC(C)(C)C)=C1